3-(ethoxy(3-methylbut-2-en-1-yl)phosphoryl)propionic acid ethyl ester C(C)OC(CCP(=O)(CC=C(C)C)OCC)=O